methyl 6-hydroxy-2-oxo-3,4-dihydro-1H-quinoline-3-carboxylate OC=1C=C2CC(C(NC2=CC1)=O)C(=O)OC